2-bromo-4-methyl-5,7-dihydro-4H-pyrazolo[1,5-c][1,3]thiazine 6,6-dioxide BrC1=NN2CS(CC(C2=C1)C)(=O)=O